C(C)OC(=O)C1=C(C2=C(S1)C=CC=C2Cl)COC2=C(C=C(C=C2C)C#N)OC 4-chloro-3-((4-cyano-2-methoxy-6-methylphenoxy)methyl)benzo[b]thiophene-2-carboxylic acid ethyl ester